CCCCCCS hexylthiol